13-dichloroacetone C(C(=O)CCl)Cl